C1(CCC1)S(=O)(=O)NC1=CC(=C(C(=O)NC2=NC(=CC(=C2)C)N2CC(C2)(F)F)C=C1)N1CCC2(CC2)CC1 4-(Cyclobutanesulfonamido)-N-(6-(3,3-difluoroazetidin-1-yl)-4-methylpyridin-2-yl)-2-(6-azaspiro[2.5]octan-6-yl)benzamide